ClC(C(CN1[C@@H](C[C@H](C1)F)C(=O)OC)=C)C methyl (2S,4R)-1-(3-chloro-2-methylenebutyl)-4-fluoropyrrolidine-2-carboxylate